The molecule is trianin of (1R,2R,3R)-prephytoene diphosphate arising from deprotonation of the diphosphate OH groups; major species at pH 7.3. It is a conjugate base of a (1R,2R,3R)-prephytoene diphosphate. CC(=CCC/C(=C/CC/C(=C/CC/C(=C/[C@@H]1[C@H]([C@]1(C)CC/C=C(\\C)/CC/C=C(\\C)/CCC=C(C)C)COP(=O)([O-])OP(=O)([O-])[O-])/C)/C)/C)C